CC12C(NCC(CC1)N2)=O rac-methyl-3,8-diazabicyclo[3.2.1]octan-2-one